C(C)N(C1=C(C(=NC=N1)NC[C@]1([C@@H](CN(CC1)CC(=O)N)O)O)F)CC1CCC(CC1)C(F)(F)F |r| 2-((3RS,4RS)-4-(((6-(ethyl(((1r,4R)-4-(trifluoromethyl)cyclohexyl)methyl)-amino)-5-fluoropyrimidin-4-yl)amino)methyl)-3,4-dihydroxypiperidin-1-yl)acetamide